[N+](=O)([O-])/C(=C/C1=CC=CC=C1)/C (E)-(2-nitroprop-1-en-1-yl)benzene